C1(=CC=C(C=C1)C#CC1=C(N)C=CC=C1)C 2-(4-tolylethynyl)aniline